2-(2,4-Dimethoxybenzyliden)-4,6-dimethoxybenzofuran-3(2H)-one COC1=C(C=C2OC3=C(C2=O)C(=CC(=C3)OC)OC)C=CC(=C1)OC